CN1N=CC(=C1)C1=CC=C(C=N1)CC1=C2C(=NC(=C1)C(=O)O)CCO2 7-((6-(1-methyl-1H-pyrazol-4-yl)pyridin-3-yl)methyl)-2,3-dihydrofuro[3,2-b]pyridine-5-carboxylic acid